3,4-difluoro-2-(2-fluoro-4-iodophenylamino)-N-{2-(tert-butoxycarbonylamino)ethoxy}benzamide Ethyl-1-(2-methoxyethyl)-1H-1,2,3-triazole-5-carboxylate C(C)OC(=O)C1=CN=NN1CCOC.FC=1C(=C(C(=O)NOCCNC(=O)OC(C)(C)C)C=CC1F)NC1=C(C=C(C=C1)I)F